O[C@@H](C(=O)N[C@H](C(=O)N[C@@H](C[C@H]1C(NCC1)=O)C(COC(F)(F)F)=O)CC(C)C)CC1=CC=CC=C1 (S)-2-((R)-2-hydroxy-3-phenylpropanamido)-4-methyl-N-((S)-3-oxo-1-((S)-2-oxopyrrolidin-3-yl)-4-(trifluoromethoxy)butan-2-yl)pentanamide